2,2'-oxybis(N,N-dimethylethan-1-amine) O(CCN(C)C)CCN(C)C